chlorospiro[cyclopropane-1,3'-indoline] ClN1CC2(C3=CC=CC=C13)CC2